C(CCCCCCCCCCC)[Mg]Br 1-dodecylmagnesium bromide